NC1=NC=2C=CC(=CC2C2=C1C=NN2C)C(=O)N(N2C(CCC2)=O)CC2=NC1=C(N2CC)C=CC=C1 4-Amino-N-[(1-ethylbenzimidazol-2-yl)methyl]-1-methyl-N-(2-oxopyrrolidin-1-yl)pyrazolo[4,3-c]quinoline-8-carboxamide